N-[(3S)-1-[4-[[(1R)-1-[3-(difluoromethyl)-2-methyl-phenyl]ethyl]amino]-2-methyl-pyrido[3,4-d]pyrimidin-6-yl]pyrrolidin-3-yl]acetamide FC(C=1C(=C(C=CC1)[C@@H](C)NC=1C2=C(N=C(N1)C)C=NC(=C2)N2C[C@H](CC2)NC(C)=O)C)F